C=C1C[C@H]1C[C@@H](C(=O)O)NC(=O)CC[C@@H](C(=O)O)N The molecule is an L-glutamyl amino acid that is (2S,4S)-hypoglycin A in which the amino group has been acylated by the gamma-carboxy group of L-glutamic acid. It has a role as a phytotoxin and a plant metabolite. It is a member of cyclopropanes, an olefinic compound and a 5-L-glutamyl amino acid. It derives from a (2S,4S)-hypoglycin A.